4-bromo-3-[1-[tert-butyl-(dimethyl)silyl]oxy-1-methyl-ethyl]aniline BrC1=C(C=C(N)C=C1)C(C)(C)O[Si](C)(C)C(C)(C)C